8-(2,6-Difluoro-3,5-dimethoxy-phenyl)-quinoxaline-5-carboxylic acid (4-dimethylaminomethyl-1H-imidazol-2-yl)-amide CN(C)CC=1N=C(NC1)NC(=O)C=1C=2N=CC=NC2C(=CC1)C1=C(C(=CC(=C1F)OC)OC)F